C(C)(=O)NC=1C=C(C=CC1)C1=CC(=CC=C1)C[C@H](CC(NO)=O)N1N=NC(=C1)CNC(C1=CC=C(C=C1)F)=O (R)-N-{1-[1-(3'-acetylamino-biphenyl-3-ylmethyl)-2-hydroxycarbamoyl-ethyl]-1H-[1,2,3]triazol-4-ylmethyl}-4-fluoro-benzamide